(S)-4-(5-(3-((2-(3-cyano-propanoyl)-6-methoxy-isoindolin-5-yl)oxy)propoxy)-6-methoxy-benzo[b]thiophen-2-yl)-2-methyl-4-oxobutanoic acid C(#N)CCC(=O)N1CC2=CC(=C(C=C2C1)OCCCOC1=CC2=C(SC(=C2)C(C[C@@H](C(=O)O)C)=O)C=C1OC)OC